3-{[([2,3'-bipyridin]-5'-yl)amino]methyl}-N-[(1S,2S)-1,3-dihydroxy-1-phenylpropan-2-yl]-4-methylbenzamide N1=C(C=CC=C1)C=1C=NC=C(C1)NCC=1C=C(C(=O)N[C@H]([C@H](C2=CC=CC=C2)O)CO)C=CC1C